NC=1N2C(N=NC1[N+](=O)[O-])=C(C(=N2)N)[N+](=O)[O-] 4,7-diamino-3,8-dinitropyrazolo[5,1-c][1,2,4]triazine